COC(CSC1=NC2=CC=CC=C2C(=C1)C)OC 2-(2,2-dimethoxyethylthio)-4-methylquinoline